C[C@H]1CN(CCN1C)[C@H](C(=O)NC=1C=CC=C2C(=CNC12)C1=NC(=NC=C1C)NC=1C(=NN(C1)C)OCC)C (2S)-2-[(3S)-3,4-dimethyl-piperazin-1-yl]-N-(3-{2-[(3-ethoxy-1-methyl-1H-pyrazol-4-yl)amino]-5-methylpyrimidin-4-yl}-1H-indol-7-yl)propanamide